3,4-di-tert-butyl-5-(2,4-dimethylphenyl)benzofuran-2(3H)-one C(C)(C)(C)C1C(OC2=C1C(=C(C=C2)C2=C(C=C(C=C2)C)C)C(C)(C)C)=O